2-(4'-(2-(2-hydroxyethoxy)propan-2-yl)-[1,1'-biphenyl]-4-yl)-3,5,7,8-tetrahydro-4H-thiopyrano[4,3-d]pyrimidin-4-one OCCOC(C)(C)C1=CC=C(C=C1)C1=CC=C(C=C1)C=1NC(C2=C(N1)CCSC2)=O